C(C)C1(OC(OC1(F)F)=O)F 4-ethyl-4,5,5-trifluoro-1,3-dioxolan-2-one